3'-(3-(1-(4-(tert-butyl)benzyl)-4-ethyl-5-oxo-4,5-dihydro-1H-1,2,4-triazol-3-yl)propyl)-[1,1'-biphenyl]-3-carboxylic acid C(C)(C)(C)C1=CC=C(CN2N=C(N(C2=O)CC)CCCC=2C=C(C=CC2)C2=CC(=CC=C2)C(=O)O)C=C1